ClC1=C(C=CC=C1)C=1N(C2=NC(=NC(=C2N1)N1CCC(CC1)(C(=O)N)C)N1N=C(C=C1)C)C1=CC=C(C=C1)Cl 1-[8-(2-chlorophenyl)-9-(4-chlorophenyl)-2-(3-methylpyrazol-1-yl)purin-6-yl]-4-methyl-piperidine-4-carboxamide